4-(n-butyl)-4-aza-tricyclo[5.2.1.02,6]-8-decene-3,5-dione C(CCC)N1C(C2C3C=CC(C2C1=O)C3)=O